ClC1=NC=C(C(=N1)NC(CO)C1=CC=CC=C1)C(F)F 2-((2-chloro-5-difluoromethylpyrimidin-4-yl)amino)-2-phenylethanol